NC1=C(C(=NN1C1CCCC1)C1=CC=C(C=C1)CS(=O)(=O)NC1=C(C=CC(=C1)Cl)F)C#N 1-(4-(5-amino-4-cyano-1-cyclopentyl-1H-pyrazol-3-yl)phenyl)-N-(5-chloro-2-fluorophenyl)methanesulfonamide